(2-chloro-4-morpholinopyrido[3,2-d]pyrimidin-7-yl)(pyridin-3-yl)methanol ClC=1N=C(C2=C(N1)C=C(C=N2)C(O)C=2C=NC=CC2)N2CCOCC2